Cl.C(C1=CC=CC=C1)NS(=O)(=O)C1=CC(=CC=C1)C1=NC2=C(C=CN=C2C=C1)N1CCN(CC1)C N-benzyl-3-[8-(4-methylpiperazin-1-yl)-1,5-naphthyridin-2-yl]benzene-1-sulfonamide hydrochloride